C1NC[C@H]2[C@@H]1CCC2 (3aR,6aS)-octahydrocyclopenta[c]pyrrole